FC=1C=C(CC=2C=NN(C2)C(=O)N[C@@H]2C(N(C3=C(OC2)C=CC(=C3)OCC=3SC=C(N3)C(=O)OC)C)=O)C=CC1 Methyl (S)-2-(((3-(4-(3-fluorobenzyl)-1H-pyrazole-1-carboxamido)-5-methyl-4-oxo-2,3,4,5-tetrahydrobenzo[b][1,4]oxazepin-7-yl)oxy)methyl)thiazole-4-carboxylate